N-(5-chloro-2-methoxybenzylidene)-2-methylpropan-2-sulfinamide ClC=1C=CC(=C(C=NS(=O)C(C)(C)C)C1)OC